CC(=O)OCC[N+](C)(C)C Azetylcholin